C(CCCCCCCCC(C)C)C1=C(C=CC=C1)S(=O)(=O)O isododecyl-benzenesulfonic acid